BrC1=CC=C2C(=CC=NC2=C1)NC1=CC(=CC(=C1)C=1SC=C(C1)C)OC 7-Bromo-N-(3-Methoxy-5-(4-Methylthiophen-2-yl)phenyl)quinolin-4-amine